1-(5-(4-ethylpiperazin-1-yl)pyridin-2-yl)guanidine trifluoroacetate FC(C(=O)O)(F)F.C(C)N1CCN(CC1)C=1C=CC(=NC1)NC(=N)N